FC12CC(C1)(C2)CC(C(=O)O)=O 3-(3-fluoro-bicyclo[1.1.1]pentan-1-yl)-2-oxopropionic acid